N-[(cis)-4-Hydroxytetrahydrofuran-3-yl]-3-oxo-2-(pyridin-3-yl)-6-[4-(trifluoromethoxy)phenyl]-2,3-dihydropyridazine-4-carboxamide O[C@@H]1[C@@H](COC1)NC(=O)C=1C(N(N=C(C1)C1=CC=C(C=C1)OC(F)(F)F)C=1C=NC=CC1)=O